FC1=CC=C(S1)C1=NNC(=C1)NC(C1=CC=C(C=C1)OCCCN1CCOCC1)=O N-(3-(5-fluorothien-2-yl)-1H-pyrazol-5-yl)-4-(3-morpholinopropoxy)benzamide